trans-p-toluenesulfonic acid CC1=CC=C(C=C1)S(=O)(=O)O